FC1=CC=C2C(=CNC2=C1)NC(=O)C(=O)OC Methyl [(6-fluoro-1H-indol-3-yl)carbamoyl]formate